4-(4-(2-(5-amino-8-(furan-2-yl)-2-oxothiazolo[5,4-e][1,2,4]triazolo[1,5-c]pyrimidin-3(2H)-yl)ethyl)piperazin-1-yl)-3-fluoro-N-(2-(methylamino)ethyl)benzamide NC1=NC2=C(C=3N1N=C(N3)C=3OC=CC3)SC(N2CCN2CCN(CC2)C2=C(C=C(C(=O)NCCNC)C=C2)F)=O